(3S,4R)-1-[4-({8-[(2R,3S)-3-(methanesulfonyl-methyl)-2-methylazetidin-1-yl]-5-(propan-2-yl)-2,6-naphthyridin-3-yl}amino)pyrimidin-2-yl]-4-methoxy-piperidin-3-ol CS(=O)(=O)C[C@@H]1[C@H](N(C1)C=1C=NC(=C2C=C(N=CC12)NC1=NC(=NC=C1)N1C[C@@H]([C@@H](CC1)OC)O)C(C)C)C